NCC1=NN(C=2C(N(CCC21)C2=CC=C1CCN(C(C1=C2)=O)C)=O)C2=CC(=CC=C2)Cl 7-(3-(Aminomethyl)-1-(3-chlorophenyl)-7-oxo-1,4,5,7-tetrahydro-6H-pyrazolo[3,4-c]pyridin-6-yl)-2-methyl-3,4-dihydroisoquinolin-1(2H)-one